(E)-N-(2-(1H-imidazol-4-yl)ethyl)-3-(thiophen-3-yl)acrylamide N1C=NC(=C1)CCNC(\C=C\C1=CSC=C1)=O